C(#N)C(C(=O)N1CCCCC1)=CC1(COC1)C 1-(2-cyano-3-(3-methyloxetan-3-yl)acryloyl)piperidin